3-((5-(aminomethyl)-1-(4-fluorobutyl)-1H-indol-2-yl)methyl)-5-fluoro-1-methyl-1,3-dihydro-2H-benzo[d]imidazol-2-one NCC=1C=C2C=C(N(C2=CC1)CCCCF)CN1C(N(C2=C1C=C(C=C2)F)C)=O